2-(2-methyl-1,3-thiazol-4-yl)ethan-1-one CC=1SC=C(N1)CC=O